COC1=CC=NC2=C3N=CC=C(C3=CC=C12)OC 4,7-dimethoxy-1,10-phenanthroline